1-(6-chloro-1H-pyrazolo[4,3-C]pyridin-3-yl)-3-fluoroazetidine-3-carbonitrile trifluoroacetate FC(C(=O)O)(F)F.ClC1=CC2=C(C=N1)C(=NN2)N2CC(C2)(C#N)F